5-[[4-[[2-[carbamimidoyl(methyl)amino]acetyl]amino]-3-fluoro-phenyl]sulfonylamino]thiazole-4-carboxylic acid C(N)(=N)N(CC(=O)NC1=C(C=C(C=C1)S(=O)(=O)NC1=C(N=CS1)C(=O)O)F)C